[N+](=O)([O-])C1=C(C=CC=C1)N1C(CCCC1)CO [1-(2-nitrophenyl)-2-piperidyl]methanol